1-[(12AR)-10-chloro-9-(2-fluoro-6-hydroxyphenyl)-8-methoxy-3,4,12,12a-tetrahydro-6H-pyrazino[2,1-c][1,4]benzoxazepin-2(1H)-yl]prop-2-en-1-one ClC1=C(C(=CC=2CN3[C@@H](COC21)CN(CC3)C(C=C)=O)OC)C3=C(C=CC=C3O)F